BrC1=NC(=NN1COCC[Si](C)(C)C)C(CC(=O)C=1C=NN(C1)C)=O (5-bromo-1-((2-(trimethylsilyl)ethoxy)methyl)-1H-1,2,4-triazol-3-yl)-3-(1-methyl-1H-pyrazol-4-yl)propane-1,3-dione